O=C1N(C(C2=CC=CC=C12)=O)C(C[Zn])=O (2-(1,3-Dioxoisoindolin-2-yl)-2-oxoethyl)zinc